ClC1=C(C=C(C=C1)I)CC1=CC=C(C=C1)O[C@@H]1COCC1 1-chloro-4-iodo-2-[4-((S)-tetrahydrofuran-3-yloxy)-benzyl]-benzene